N-methyl-1,1,1,3,3,3-hexachlorodisilazane CN([Si](Cl)(Cl)Cl)[Si](Cl)(Cl)Cl